[1]benzopyrano[2,3-b]pyridine N1=C2C(=CC=C1)CC1=C(O2)C=CC=C1